C(C)(C)N1N=C(C2=C1C=NN(C2=O)CC(=O)N[C@@H](C)C2=CC=C(C=C2)C([2H])([2H])[2H])C (S)-2-(1-Isopropyl-3-methyl-4-oxo-1,4-dihydro-5H-pyrazolo[3,4-d]pyridazin-5-yl)-N-(1-(4-(methyl-d3)phenyl)ethyl)acetamid